IC=1C=NN(C1)C=C1CC2(CN(C2)C(=O)OC(C)(C)C)C1 tert-butyl 6-[(4-iodopyrazol-1-yl) methylene]-2-azaspiro[3.3]heptane-2-carboxylate